O1COC2=C1C=CC(=C2)C2=NOC=N2 3-(2H-1,3-benzodioxol-5-yl)-1,2,4-oxadiazol